α,α'-bis(4-aminocyclohexyl)-p-diisopropylbenzene NC1CCC(CC1)C(C)(C)C1=CC=C(C=C1)C(C)(C)C1CCC(CC1)N